C(C1=CC=CC=C1)OCCC(CCC)OC1=NN2C(C(=N1)N(CC1=C(C=C(C=C1)OC)OC)CC1=C(C=C(C=C1)OC)OC)=NC=C2Br ((1-(benzyloxy)hexane-3-yl)oxy)-7-bromo-N,N-bis(2,4-dimethoxybenzyl)imidazo[2,1-f][1,2,4]triazin-4-amine